OC(CNC1=CC=C(C=C1)C(C)C)C1=CNC(O1)=S 5-[1-hydroxy-2-(4-isopropylphenylamino)ethyl]-1,3-oxazole-2(3H)-thione